1-(4-methoxybutan-2-yl)-3-methyl-N-(7-methyl-[1,2,4]triazolo[1,5-a]pyridin-6-yl)-1H-pyrazolo[3,4-d]pyrimidin-6-amine COCCC(C)N1N=C(C=2C1=NC(=NC2)NC=2C(=CC=1N(C2)N=CN1)C)C